BrC=1SC(=C2C1CC(C2=O)F)S(=O)(=O)C 1-bromo-5-fluoro-3-(methylsulfonyl)-5,6-dihydro-4H-cyclopenta[c]thiophen-4-one